BrC=1C=C2C(=NC1)N=C(S2)N(S(=O)(=O)C2=C(C=C(C=C2)F)F)CC2=C(C=C(C=C2)OC)OC N-(6-bromothiazolo[4,5-b]pyridin-2-yl)-N-(2,4-dimethoxybenzyl)-2,4-difluorobenzenesulfonamide